2-(((1r,4r)-4-((3-(3-chloro-5-fluorophenyl)-3-phenyl-ureido)methyl)cyclohexyl)methoxy)acetic acid ClC=1C=C(C=C(C1)F)N(C(NCC1CCC(CC1)COCC(=O)O)=O)C1=CC=CC=C1